Ethyl 4-{4-[2-(4-fluorophenyl)-4-oxo-1,3-thiazolidin-3-yl]-3-methylphenoxy}butanoate FC1=CC=C(C=C1)C1SCC(N1C1=C(C=C(OCCCC(=O)OCC)C=C1)C)=O